6-morpholinopyridin-2-yl 3-(o-tolyl)propiolate C1(=C(C=CC=C1)C#CC(=O)OC1=NC(=CC=C1)N1CCOCC1)C